1-cyclopropyltetrazol C1(CC1)N1N=NN=C1